(S)-2-((4-(6-(cyclobutylmethoxy)pyridin-2-yl)piperazin-1-yl)methyl)-1-(oxetan-2-ylmethyl)-1H-benzo[d]imidazole-6-carboxylic acid C1(CCC1)COC1=CC=CC(=N1)N1CCN(CC1)CC1=NC2=C(N1C[C@H]1OCC1)C=C(C=C2)C(=O)O